N,N'-diethyl-N,N'-dicyclohexyl-3-oxoglutaramide C(C)N(C(CC(CC(=O)N(C1CCCCC1)CC)=O)=O)C1CCCCC1